CCCCC1=CC=C(C=C1)C(=O)O 4-n-butylbenzoic acid